(R)-3-(3-(difluoro(o-tolyl)methyl)phenyl)-3-(3-(4-hydroxy-1-methyl-2-oxo-1,2-dihydropyridin-3-yl)ureido)propanoic acid FC(C=1C=C(C=CC1)[C@@H](CC(=O)O)NC(=O)NC=1C(N(C=CC1O)C)=O)(C1=C(C=CC=C1)C)F